C1(CC1)C1=C(C(=NO1)C1=C(C=CC=C1Cl)Cl)CO[C@H]1[C@@H]2C(N([C@H](C1)C2)C2=CC(=C(C(=O)NS(=O)(=O)[C@H]1[C@@H](CCC1)O)C=C2)F)=O 4-[(1s,4r,5r)-5-{[5-cyclopropyl-3-(2,6-dichlorophenyl)-1,2-oxazol-4-yl]methoxy}-3-oxo-2-azabicyclo[2.2.1]heptan-2-yl]-2-fluoro-N-{[(1r,2r)-2-hydroxycyclopentyl]sulfonyl}benzamide